(R)-5-Bromo-N-(5-chloro-2-hydroxy-3-(2-(methoxymethyl)pyrrolidine-1-carbonyl)phenyl)-2-methoxybenzenesulfonamide BrC=1C=CC(=C(C1)S(=O)(=O)NC1=C(C(=CC(=C1)Cl)C(=O)N1[C@H](CCC1)COC)O)OC